BrC1=CC=C(C=C1)C1=CN=NN1C 5-(4-bromophenyl)-1-methyl-1,2,3-triazole